C(#N)C1=NC2=CC(=CC(=C2N=C1N1CC2CCC(C1)C2(F)F)[C@@H](C)NC2=C(C(=O)O)C=CC=C2)C (((1R)-1-(2-cyano-3-(8,8-difluoro-3-azabicyclo[3.2.1]octan-3-yl)-7-methylquinoxalin-5-yl)ethyl)amino)benzoic acid